NC=1C=2N(C=CN1)C(=NC2C2=CC=C(C=C2)[C@@](C)(O)C=2C=C(C=CC2)C2=CC=CC=C2)[C@H]2CN1C(CC[C@@H]1CC2)=O (6R,8aS)-6-(8-Amino-1-{4-[(1R)-1-biphenyl-3-yl-1-hydroxyethyl]phenyl}imidazo[1,5-a]pyrazin-3-yl)hexahydroindolizin-3(2H)-on